Cl.Cl.FC(CCOCC1CN(CCC1)C1CCNCC1)C 3-[(3-fluorobutoxy)methyl]-1,4'-bipiperidine dihydrochloride